1-(2-chloro-6-fluorobenzyl)piperazine ClC1=C(CN2CCNCC2)C(=CC=C1)F